[N-]=[N+]=[N-].[Na+].ClC[C@H](COC1=C(C=C(C=C1Cl)S(=O)(=O)C1=CC=C(C=C1)OC[C@H](CN1C=NC=C1)O)Cl)O (S)-1-chloro-3-(2,6-dichloro-4-((4-((S)-2-hydroxy-3-(1H-imidazol-1-yl)propoxy)phenyl)sulfonyl)phenoxy)propan-2-ol sodium azide salt